3-fluoro-N-(1-(2-((4-methoxybenzyl)amino)-2-oxoethyl)-2-(thiazol-5-yl)-1H-imidazol-4-yl)-5-(trifluoromethyl)benzamide FC=1C=C(C(=O)NC=2N=C(N(C2)CC(=O)NCC2=CC=C(C=C2)OC)C2=CN=CS2)C=C(C1)C(F)(F)F